C(C1=CC=CC=C1)OC(=O)N1CCC2(C[C@H]2C(=O)O)CC1 (1R)-6-((benzyloxy)carbonyl)-6-azaspiro[2.5]octane-1-carboxylic acid